C(C)(C)(C)OC(N(C)CC1OCC2(C3=C1SC=C3)CC2)=O tert-butyl((5'H,7'H-spiro[cyclopropane-1,4'-thieno[2,3-c]pyran]-7'-yl)methyl)(methyl)carbamate